ethyl 2-(4-(4-methoxy-3-(N-(5-oxo-5,6,7,8-tetrahydro-1,6-naphthyridin-3-yl)sulfamoyl)phenyl)-1H-pyrazol-1-yl)propanoate COC1=C(C=C(C=C1)C=1C=NN(C1)C(C(=O)OCC)C)S(NC=1C=NC=2CCNC(C2C1)=O)(=O)=O